FC(S(=O)(=O)[NH-])(F)F.FC(S(=O)(=O)[NH-])(F)F.C(C)N1C=[N+](C=C1)C.C(C)N1C=[N+](C=C1)C 1-ethyl-3-methylimidazolium bistrifluoromethanesulfonamide salt